NC1=CC(=C(C=C1)C=1C(=NC=CC1)N(C)C)C(F)(F)F (4-amino-2-(trifluoromethyl)phenyl)-N,N-dimethylpyridin-2-amine